6-chloro-3-(3-(methyl(naphthalen-1-yl)amino)propyl)-1-(2-(piperazin-1-yl)ethyl)-7-(1,3,5-trimethyl-1H-pyrazol-4-yl)-1H-indole-2-carboxylic acid ClC1=CC=C2C(=C(N(C2=C1C=1C(=NN(C1C)C)C)CCN1CCNCC1)C(=O)O)CCCN(C1=CC=CC2=CC=CC=C12)C